(1R-trans)-1-[(3,4-dimethoxyphenyl)-methyl]-1,2,3,4-tetrahydro-6,7-dimethoxy-2-methyl-2-tert-butoxycarbonylethyl-isoquinoline benzenesulfonate C1(=CC=CC=C1)S(=O)(=O)O.COC=1C=C(C=CC1OC)CC(C(C(=O)OC(C)(C)C)C)[C@H]1NCCC2=CC(=C(C=C12)OC)OC